C(C)(C)(C)OC(=O)N1CC(CC1)C=1N=C(N2C1C=NC(=C2)Cl)[C@@H](C)CCO[Si](C)(C)C(C)(C)C 3-{3-[(2S)-4-[(tert-butyldimethylsilyl)oxy]butan-2-yl]-6-chloroimidazo[1,5-A]pyrazin-1-yl}pyrrolidine-1-carboxylic acid tert-butyl ester